2-[6-(ethoxycarbonyl)-1-[(2R)-2-methoxy-2-phenylethyl]-5-methyl-2,4-dioxo-1H,2H,3H,4H-thieno[2,3-d]pyrimidin-3-yl]-2-methylpropionic acid C(C)OC(=O)C1=C(C2=C(N(C(N(C2=O)C(C(=O)O)(C)C)=O)C[C@@H](C2=CC=CC=C2)OC)S1)C